(R)-tert-butyl N-(6-methyl-4-{[(4-methylbenzenesulfonyl)oxy]methyl}-6-nitroheptyl)carbamate CC(C[C@@H](CCCNC(OC(C)(C)C)=O)COS(=O)(=O)C1=CC=C(C=C1)C)(C)[N+](=O)[O-]